N-(5-{2-[4-(2,2,2-trifluoroethyl)phenoxy]ethyl}-1H-indol-3-yl)acetamide FC(CC1=CC=C(OCCC=2C=C3C(=CNC3=CC2)NC(C)=O)C=C1)(F)F